CS(=O)(=O)[O-].C(CCC)[NH+]1CCC(CC1)CCC 1-Butyl-4-propylpiperidinium methansulfonat